6,8-diphenyl-[1,2,4]triazolo[1,5-a]pyridine C1(=CC=CC=C1)C=1C=C(C=2N(C1)N=CN2)C2=CC=CC=C2